N[C@@H]1C2=CC=CC=C2CC12CCN(CC2)C2=C(N=C1C(=N2)NN=C1N1CCCC2=NC=CC=C12)C(C)O 1-{6-[(3S)-3-amino-1,3-dihydrospiro[indene-2,4'-piperidine]-1'-yl]-3-(1,2,3,4-tetrahydro-1,5-naphthyridin-1-yl)-1H-pyrazolo[3,4-b]Pyrazin-5-yl}ethan-1-ol